(S)-8',9'-difluoro-N,N-dimethyl-4',5'-dihydrospiro[cyclopropane-1,6'-pyrrolo[3,2,1-ij]quinolin]-5'-amine FC=1C=C2C3([C@@H](CN4C2=C(C1F)C=C4)N(C)C)CC3